COC(C(=O)O)=CC1=CC=C(C=C1)[N+](=O)[O-] 2-Methoxy-3-(4-nitrophenyl)acrylic acid